COC(C1S(OCCC1)(=O)=O)C1=CSC=C1 3-(methoxy(thiophen-3-yl)methyl)-1,2-oxathiane 2,2-dioxide